C(C)(=O)C1=C(C(=NC(=C1)NC1=NNC(=C1)C)C[C@@]1(C[C@H](N(CC1)CC1=C(C(=CC=C1)Cl)F)C)C(=O)O)Cl (2R,4R)-4-((4-acetyl-3-chloro-6-((5-methyl-1H-pyrazol-3-yl)amino)-pyridin-2-yl)methyl)-1-(3-chloro-2-fluorobenzyl)-2-methylpiperidine-4-carboxylic acid